COC(C([C@@H](CCCC#N)C)(C1=CC=CC=C1)C1=CC=CC=C1)=O (R)-6-cyano-3-methyl-2,2-diphenylhexanoic acid methyl ester